(S)-4-(2-(3-(3-tert-butoxy-3-oxopropanamido)-4-methoxybenzoyloxy)-2-(3-(cyclopropylmethoxy)-4-(difluoromethoxy)phenyl)-ethyl)-3,5-dichloropyridine 1-oxide C(C)(C)(C)OC(CC(=O)NC=1C=C(C(=O)O[C@@H](CC2=C(C=[N+](C=C2Cl)[O-])Cl)C2=CC(=C(C=C2)OC(F)F)OCC2CC2)C=CC1OC)=O